2-bromo-3-(((trans)-8-methoxy-2-(6-methoxypyridin-3-yl)-3-methyl-2,3-dihydrobenzo[b][1,4]dioxin-6-yl)methyl)-3H-imidazo[4,5-b]pyridin-5-d BrC1=NC=2C(=NC(=CC2)[2H])N1CC1=CC2=C(O[C@H]([C@@H](O2)C)C=2C=NC(=CC2)OC)C(=C1)OC